CN1N=C(C=2C1=NC(=C(C2)C2=NOC=CC(=N2)C=2C=C(C=CC2)O)OCC2=CC(=CC=C2)C)C 3-[3-(1,3-Dimethyl-6-{[(3-methylphenyl)methyl]oxy}pyrazolo[3,4-b]pyridin-5-yl)-1,2,4-oxadiazepin-5-yl]phenol